tert-butyl 5-[6-fluoro-5-[[4-methyl-6-(methylamino)pyrimidin-2-yl] amino]-2,3-dihydrobenzofuran-7-yl]-2,3,4,7-tetrahydroazepine-1-carboxylate FC1=C(C2=C(CCO2)C=C1NC1=NC(=CC(=N1)C)NC)C=1CCCN(CC1)C(=O)OC(C)(C)C